tert-butyl 3-(((3-methoxyphenyl) (pyridin-2-yl)methyl) carbamoyl)piperidine-1-carboxylate COC=1C=C(C=CC1)C(C1=NC=CC=C1)NC(=O)C1CN(CCC1)C(=O)OC(C)(C)C